N-(3-hydroxy-4-methoxybenzyl)-2-morpholinyl-5-(p-methoxybenzamido)benzamide OC=1C=C(CNC(C2=C(C=CC(=C2)NC(C2=CC=C(C=C2)OC)=O)N2CCOCC2)=O)C=CC1OC